cis-2-aminomethyl-1-cyclohexanolate hydrochloride Cl.NC[C@@H]1[C@@H](CCCC1)[O-]